ethyl (S)-3-(2-fluorobiphenyl-3-yl)-3-(3-(4-hydroxy-1,6-dimethyl-2-oxo-1,2-dihydro pyridin-3-yl) ureido)propanoate FC1=C(C=CC=C1[C@H](CC(=O)OCC)NC(=O)NC=1C(N(C(=CC1O)C)C)=O)C1=CC=CC=C1